(R)-(3-(1-aminoethyl)phenyl)methanol N[C@H](C)C=1C=C(C=CC1)CO